C(CCCCCCCCCC)(=O)N(C)CC(=O)O undecoyl-sarcosine